3-(3-((2-((3-Methyl-1-(1-methylpiperidin-4-yl)-1H-pyrazol-4-yl)amino)-5-(trifluoromethyl)pyridin-4-yl)amino)propyl)-1,3-oxazinan-2-on CC1=NN(C=C1NC1=NC=C(C(=C1)NCCCN1C(OCCC1)=O)C(F)(F)F)C1CCN(CC1)C